C1(CCC1)C1=CC=C2C=C(C(NC2=C1)=O)C(=O)OC1=C(C(=C(C(=C1F)F)F)F)F 2,3,4,5,6-pentafluorophenyl 7-cyclobutyl-2-oxo-1H-quinoline-3-carboxylate